COC=1C=C(C=C(C1)OC)N(C(=O)C=1N=C(SC1)C#C)C1C(N(CC1)CCO)=O N-(3,5-Dimethoxyphenyl)-2-ethynyl-N-[1-(2-hydroxyethyl)-2-oxo-pyrrolidin-3-yl]thiazole-4-carboxamide